NC1=C(N=CC(=N1)N1CCC2(CC1)[C@@H](C=1C(=NC=CC1)C2)N)SC2=C(C=NC=C2)F (S)-1'-(6-amino-5-((3-fluoropyridin-4-yl)thio)pyrazin-2-yl)-5,7-dihydrospiro[cyclopenta[b]pyridine-6,4'-piperidin]-5-amine